1,3,5-trichloro-2,6-naphthalenedicarboxylic acid dimethyl ester COC(=O)C1=C(C2=CC=C(C(=C2C=C1Cl)Cl)C(=O)OC)Cl